N-(4-(4-(2-(1-oxidothiomorpholino)-2-oxoethyl)phenyl)-1H-pyrrolo[2,3-b]pyridin-6-yl)cyclopropylcarboxamide O=S1CCN(CC1)C(CC1=CC=C(C=C1)C1=C2C(=NC(=C1)NC(=O)C1CC1)NC=C2)=O